2-Chloro-N,N-dimethyl-nicotinamide ClC1=C(C(=O)N(C)C)C=CC=N1